3-(1,2,3,6-tetrahydropyridin-2-yl)pyridine glutarate C(CCCC(=O)O)(=O)O.N1C(CC=CC1)C=1C=NC=CC1